ClC=1C=C(C=C(C1)NS(=O)(=O)C)NC(=O)C1=CN(C(=C1)C1=NC=C(C=C1CCC=1C=NC=C(C1)F)F)C N-(3-chloro-5-(methylsulfonamido)phenyl)-5-(5-fluoro-3-(2-(5-fluoropyridin-3-yl)ethyl)pyridin-2-yl)-1-methyl-1H-pyrrole-3-carboxamide